4-((piperidin-4-ylmethane oxy)methyl)piperidine-1-carboxylate N1CCC(CC1)COCC1CCN(CC1)C(=O)[O-]